OCCN(C(C#CC1=CC(=C(C=C1)C1=CC=CC=C1)C(F)(F)F)=O)CCCNS(=O)(=O)C N-(2-hydroxyethyl)-N-{3-[(methylsulfonyl)amino]propyl}-3-[2-(trifluoromethyl)[1,1'-biphenyl]-4-yl]prop-2-ynamide